2-((t-Butyldimethylsilyl)oxy)ethanol [Si](C)(C)(C(C)(C)C)OCCO